heptadecafluoro-octyl-trimethoxysilane (S)-3-(aminomethyl)-5-methylhexanoate NC[C@H](CC(=O)O)CC(C)C.FC(C(C(C(C(C(C([Si](OC)(OC)OC)(F)F)(F)F)(F)F)(F)F)(F)F)(F)F)(C(F)(F)F)F